C1(CC1)N(C1CN(C2CC2C1)C(=O)NC)CC1=CC(=C(C=C1)OC)OC 4-(cyclopropyl-(3,4-dimethoxybenzyl)amino)-N-methyl-2-azabicyclo[4.1.0]heptane-2-carboxamide